2-benzyl-2-dimethylamino-1-(4-morpholino(morpholino)phenyl)-1-butanone C(C1=CC=CC=C1)C(C(=O)C1=C(C=C(C=C1)N1CCOCC1)N1CCOCC1)(CC)N(C)C